FC1(CCN(CC1)C=1C=CC(=NC1)NC1=CC(=NC=2C=CNC(C12)=O)C1=C(C=C(C=C1)NC(=O)C1CCCCC1)F)F N-[4-[4-[[5-(4,4-difluoro-1-piperidyl)-2-pyridyl]amino]-5-oxo-6H-1,6-naphthyridin-2-yl]-3-fluoro-phenyl]cyclohexane-carboxamide